BrC=1C2=C(C(=C(C(=C2C(=C2C(=C(C(=C(C12)[2H])[2H])[2H])[2H])C1=C(C(=C(C2=C(C(=C(C(=C12)[2H])[2H])[2H])[2H])[2H])[2H])[2H])[2H])[2H])[2H])[2H] 9-bromo-10-(naphthalen-1-yl-d7)anthracene-1,2,3,4,5,6,7,8-d